NC=1C=2N(C=CN1)C(=NC2C2=CC=C(C(=O)NC1=NC=CC(=C1)C1=CC=CC=C1)C=C2)[C@H]2N(CCC2)C(C#CC)=O (S)-4-(8-amino-3-(1-but-2-ynoylpyrrolidin-2-yl)imidazo[1,5-a]pyrazin-1-yl)-N-(4-phenylpyridin-2-yl)benzamide